(2S,4r)-1-[(2S)-2-(4-cyclopropyl-triazol-1-yl)-3,3-dimethyl-butyryl]-N-(4,6-dichloroindan-1-yl)-4-hydroxy-pyrrolidine-2-carboxamide C1(CC1)C=1N=NN(C1)[C@H](C(=O)N1[C@@H](C[C@H](C1)O)C(=O)NC1CCC2=C(C=C(C=C12)Cl)Cl)C(C)(C)C